3-(2-(2-ethyl-2-phenylhydrazinyl)-3,4-dioxocyclobut-1-enylamino)-2-hydroxy-N,N-dimethylbenzamide C(C)N(NC1=C(C(C1=O)=O)NC=1C(=C(C(=O)N(C)C)C=CC1)O)C1=CC=CC=C1